(7S)-3-[(3-chloro-2-methoxyphenyl)amino]-7-(2,2-difluoroethyl)-2-(3-fluoropyridin-4-yl)-1h,5h,6h,7h-pyrrolo[3,2-c]pyridin-4-one ClC=1C(=C(C=CC1)NC1=C(NC2=C1C(NC[C@@H]2CC(F)F)=O)C2=C(C=NC=C2)F)OC